2-[[(butylthio)thiomethyl]thio]-propionic acid C(CCC)SSCSC(C(=O)O)C